OC[C@@H]1[C@H](C1)CNC(OC(C)(C)C)=O |o1:2,3| tert-butyl N-[[rel-(1S,2S)-2-(hydroxymethyl) cyclopropyl] methyl]carbamate